diethyl malonate sodium salt [Na].C(CC(=O)OCC)(=O)OCC